C(C#C)(=O)OC methyl propynoate